((1s,3s)-1-methyl-3-((5-(pyrazolo[1,5-a]pyridin-5-yl)-7H-pyrrolo[2,3-d]pyrimidin-2-yl)amino)cyclobutyl)(pyrrolidin-1-yl)methanone CC1(CC(C1)NC=1N=CC2=C(N1)NC=C2C2=CC=1N(C=C2)N=CC1)C(=O)N1CCCC1